CN1C(=NC=C1COC=1C=NC2=CC(=NC(=C2C1)OC1CCC(CC1)NC1=NC=CC=C1)N1CCOCC1)[N+](=O)[O-] N-[4-[[3-[(3-methyl-2-nitro-imidazol-4-yl)methoxy]-7-morpholino-1,6-naphthyridin-5-yl]oxy]cyclohexyl]pyridin-2-amine